(S)-2-[4-chloro-2-(3-isoxazolyl)phenoxy]propionic acid ClC1=CC(=C(O[C@H](C(=O)O)C)C=C1)C1=NOC=C1